C[Si](N1[PH3]SCC1=S)(C)C 3-(trimethylsilyl)-2λ5-1,3,2-thiaazaphosphole-4-thione